CN1C(=NN=C1)C1(CNC1)C=1C=C(C=CC1)N1CC2=C(C=C(C=C2C1=O)CN(C(OC(C)(C)C)=O)C1(CCC1)C)C(F)(F)F tert-butyl ((2-(3-(3-(4-methyl-4H-1,2,4-triazol-3-yl)azetidin-3-yl)phenyl)-3-oxo-7-(trifluoromethyl) isoindolin-5-yl)methyl)(1-methylcyclobutyl)carbamate